BrC1=NC=C(C(=C1)C(=O)O)OCC 2-bromo-5-ethoxypyridine-4-carboxylic acid